NC=1C=C(C=NC1)C1=CC=C(C(=N1)OC)NC(=O)C=1C(=NOC1C)C1=CC=CC=C1 N-[6-(5-Amino-3-pyridyl)-2-methoxy-3-pyridyl]-5-methyl-3-phenyl-isoxazole-4-carboxamide